IC1=C(C=CC=C1)N(C)C(C)C (2-iodo-phenyl)-isopropyl-methyl-amine